CC(CC)(CC)C 3,3-DIMETHYL-PENTANE